N-(3-methacrylamidopropyl)-2-(3-(1-methyl-1H-pyrrol-2-yl)propyl)-2H-tetrazole-5-carboxamide C(C(=C)C)(=O)NCCCNC(=O)C=1N=NN(N1)CCCC=1N(C=CC1)C